2-(acetoxymethyl)-2-(azidomethyl)propane C(C)(=O)OCC(C)(C)CN=[N+]=[N-]